C1(=CC=CC2=CC=CC=C12)C1=C(C=CC=C1)N(C1=C(C(=CC=2C3=CC=CC=C3CC12)C1=CC=CC=C1)C1=CC=CC=C1)C1=C(C(=CC=2C3=CC=CC=C3CC12)C)C (naphthylphenyl)(dimethylfluorenyl)(diphenylfluorenyl)amine